OC(COC1=CC=C(C=C1)C(C)(C)C1=CC=C(C=C1)OCC(COC(C(=C)C)=O)O)COC(C(=C)C)=O 2,2-bis[4-(2-hydroxy-3-methacryloxypropoxy)phenyl]-propane